N[C@@](C(=O)O)(CCCCB(O)O)C1CC(C1)NCC=1C2=CC=CC=C2C=C2C=CC=CC12 (S)-2-amino-2-((1S,3R)-3-(anthracen-9-ylmethylamino)cyclobutyl)-6-boronohexanoic acid